(+/-)-isopropyl (1S,3S)-3-((3-chloro-5-(5-(hydroxymethyl)-1-methyl-1H-pyrazol-4-yl)pyrazin-2-yl)oxy)cyclohexane-1-carboxylate ClC=1C(=NC=C(N1)C=1C=NN(C1CO)C)O[C@@H]1C[C@H](CCC1)C(=O)OC(C)C |r|